(dimethylcarbamoyl)spiro[2.3]hexane-2-carboxylic acid methyl ester COC(=O)C1C(C12CCC2)C(N(C)C)=O